FC1=C(C=C(C=C1)[N+](=O)[O-])CN1N=C(N=N1)CC=1N=NN(N1)CC=1C=C(C2=CC=CC=C2C1)C(=O)OCC Ethyl 3-{[5-({2-[(2-fluoro-5-nitrophenyl)methyl]-2H-1,2,3,4-tetrazol-5-yl}methyl)-2H-1,2,3,4-tetrazol-2-yl]methyl}naphthalene-1-carboxylate